C1(CCC1)C1=CC=C(C=C1)C1(CC1)C1=NOC(=N1)CC(C(=O)O)=C 2-((3-(1-(4-cyclobutylphenyl)cyclopropyl)-1,2,4-oxadiazol-5-yl)methyl)acrylic acid